O1CCC(=CC1)C=1N=C(C2=C(N1)C(N(C2)C(C)C)=O)NC2=CC=C(C=C2)C2=C(C=CC=C2)C 2-(3,6-dihydro-2H-pyran-4-yl)-6-isopropyl-4-((2'-methyl-[1,1'-biphenyl]-4-yl)amino)-5,6-dihydro-7H-pyrrolo[3,4-d]pyrimidin-7-one